1H-indole-1,2-dicarboxylic acid 1-(tert-butyl) 2-ethyl ester CCOC(=O)C=1N(C2=CC=CC=C2C1)C(=O)OC(C)(C)C